6-(1-(3-oxo-3-(4-(5-(trifluoromethyl)pyrimidin-2-yl)piperazin-1-yl)propoxy)ethyl)-4-(trifluoromethyl)pyridazin-3(2H)-one O=C(CCOC(C)C=1C=C(C(NN1)=O)C(F)(F)F)N1CCN(CC1)C1=NC=C(C=N1)C(F)(F)F